1-(4-fluorophenyl)-2-(phenylsulfonyl)ethan-1-amine FC1=CC=C(C=C1)C(CS(=O)(=O)C1=CC=CC=C1)N